Monoammonium phosphat P(=O)([O-])(O)O.[NH4+]